N=1N=CN(C1)C=1C=C(C2=C(NN=N2)C1)NCCOCCCCNCC=1C=C(C=C(C1)OC(F)(F)F)CC#N 2-(3-(((4-(2-((6-(4H-1,2,4-triazol-4-yl)-1H-benzo[d][1,2,3]triazol-4-yl)amino)ethoxy)butyl)amino)methyl)-5-(trifluoromethoxy)phenyl)acetonitrile